C(C1=CC=CC=C1)SC=1C=C2NC(CN(C2=CC1)C(=O)C1=C(C=CC=C1)N(S(=O)(=O)C)C)=O N-(2-(6-(benzylthio)-3-oxo-1,2,3,4-tetrahydroquinoxaline-1-carbonyl)phenyl)-N-methylmethanesulfonamide